1-(2-((1R,3S,4S)-3-((6-methylpyridin-2-yl)carbamoyl)-2-azabicyclo[2.2.1]heptan-2-yl)-2-oxoethyl)-5-(1H-thieno[3,2-c]pyrazol-3-yl)-1H-indole-3-carboxamide CC1=CC=CC(=N1)NC(=O)[C@H]1N([C@@H]2CC[C@H]1C2)C(CN2C=C(C1=CC(=CC=C21)C=2C1=C(NN2)C=CS1)C(=O)N)=O